N-(3,5-dichlorophenyl)-2-(1H-indol-3-yl)acetamide ClC=1C=C(C=C(C1)Cl)NC(CC1=CNC2=CC=CC=C12)=O